FC(C1CC(C1)OS(=O)(=O)C1=CC=C(C=C1)C)(F)F [3-(trifluoromethyl)cyclobutyl]4-methylbenzenesulfonate